C(#N)C=1C=NN2C1C(=CC(=C2)OCC(C)(C)O)C=2C=CC(=NC2)N2C[C@H]1C([C@H]1C2)C(=O)OCC (1R,5S,6r)-ethyl 3-(5-(3-cyano-6-(2-hydroxy-2-methylpropoxy) pyrazolo[1,5-a]pyridin-4-yl) pyridin-2-yl)-3-azabicyclo[3.1.0]hexane-6-carboxylate